2,2-disulfanediylbis(ethane-2,1-diyl) diacrylate C(C=C)(=O)OCCS(S)CCOC(C=C)=O